3-chloropropoxyphosphinic acid ClCCCOP(O)=O